[NH4+].OC1[C@H](N)[C@@H](O)[C@H](O)[C@H](O1)CO Glucosamine ammonium